(1,2,4-triazin-3-yl)-4-(trifluoromethyl)aniline N1=NC(=NC=C1)NC1=CC=C(C=C1)C(F)(F)F